triethyl orthosilicate aluminum salt [Al+3].[Si](OCC)(OCC)(OCC)[O-].C(C)O[Si](OCC)(OCC)[O-].C(C)O[Si](OCC)(OCC)[O-]